2,2'-azobis[N-(2-carboxyethyl)-2-methylpropionamidine] tetrahydrate O.O.O.O.N(=NC(C(=N)NCCC(=O)O)(C)C)C(C(=N)NCCC(=O)O)(C)C